4-(3-([1,2,4]triazolo[4,3-a]pyridin-3-yl)piperidin-1-yl)-6,7-dihydrothieno[3,2-d]pyrimidin-2-amine N=1N=C(N2C1C=CC=C2)C2CN(CCC2)C=2C1=C(N=C(N2)N)CCS1